C(C1=CC=CC=C1)OC=1C(=C(C=C(C1)CC1=CC=C(C=C1)S(=O)(=O)[O-])CC1=CC=C(C=C1)S(=O)(=O)[O-])C(=O)N1CC2=CC=CC(=C2C1)O 5-(benzyloxy)-4-(4-hydroxyisoindoline-2-carbonyl)-1,3-phenylenebis(4-toluenesulfonate)